2-[1-(2,2-difluoroethyl)-1H-pyrazolo[3,4-d]pyrimidin-6-yl]-7-[2-(trifluoromethyl)pyrimidin-5-yl]-2,7-diazaspiro[4.4]nonane FC(CN1N=CC=2C1=NC(=NC2)N2CC1(CC2)CN(CC1)C=1C=NC(=NC1)C(F)(F)F)F